N-(2-chloro-4-nitrophenyl)-5-fluoro-2-hydroxybenzamide ClC1=C(C=CC(=C1)[N+](=O)[O-])NC(C1=C(C=CC(=C1)F)O)=O